S1C(=NC2=C1C=CC=C2)NC2=C(C=C(N=N2)N(C=2SC(=C(N2)C(=O)OCC)C2CN(C2)C(=O)OC(C)(C)C)C)C ethyl 2-({6-[(1,3-benzothiazol-2-yl) amino]-5-methylpyridazin-3-yl} (methyl) amino)-5-{1-[(tert-butoxy) carbonyl] azetidin-3-yl}-1,3-thiazole-4-carboxylate